C(C1=CC=CC=C1)N(C=1C=C(C(=NC1OC)C=O)F)CC1=CC=CC=C1 5-(dibenzylamino)-3-fluoro-6-methoxypyridine-2-carbaldehyde